tert-butyl Nα-(((9H-fluoren-9-yl)methoxy)carbonyl)-1-(4-bromobenzyl)-Nα-methyl-L-tryptophyl-L-leucinate C1=CC=CC=2C3=CC=CC=C3C(C12)COC(=O)N([C@@H](CC1=CN(C2=CC=CC=C12)CC1=CC=C(C=C1)Br)C(=O)N[C@@H](CC(C)C)C(=O)OC(C)(C)C)C